3,5-dichlorophenyl carbamate C(N)(OC1=CC(=CC(=C1)Cl)Cl)=O